[2H][C@](C[2H])(C)C1=CN=C2N1C=C(C=C2NC2CCN(CC2)C[C@@H]2CN(CCO2)C(=O)OCCCC)C(F)(F)F |&1:1| butyl (2R)-2-[[4-[[3-[rac-1,2-dideuterio-1-methyl-ethyl]-6-(trifluoromethyl)imidazo[1,2-a]pyridin-8-yl]amino]-1-piperidyl]methyl]morpholine-4-carboxylate